ClC1=CC2=C(NC(=N2)N2N=C(C(=C2O)CCC2=CC=C(OCCOCC(=O)O)C=C2)C2=CC=C(C=C2)C(F)(F)F)C=C1 2-[2-(4-{2-[1-(5-chloro-1H-1,3-benzodiazol-2-yl)-5-hydroxy-3-[4-(trifluoromethyl)phenyl]-1H-pyrazol-4-yl]ethyl}phenoxy)ethoxy]acetic acid